(+)-N-(3-methyl-2-oxo-1,2,3,4-tetrahydroquinazolin-6-yl)-S-cyclohexyl-S-methylsulfoximine CN1C(NC2=CC=C(C=C2C1)N=S(=O)(C)C1CCCCC1)=O